FC1=C(/C=C/C2=CC=C(N(C)C)C=C2)C(=CC=C1)F (E)-4-(2,6-Difluorostyryl)-N,N-dimethylaniline